4-(1-methyl-1H-pyrazol-4-yl)-3-(4-methylene-5-oxotetrahydrofuran-2-yl)benzoic acid CN1N=CC(=C1)C1=C(C=C(C(=O)O)C=C1)C1OC(C(C1)=C)=O